C[C@]1(N(CCC1)C(=O)OC(C)(C)C)C1=CC=CC=C1 tert-butyl (R)-2-methyl-2-phenylpyrrolidine-1-carboxylate